N-methyl-N-phenyl-8-(1H-pyrazol-3-yl)-[1,2,4]triazolo[4,3-a]quinazolin-5-amine CN(C1=NC=2N(C3=CC(=CC=C13)C1=NNC=C1)C=NN2)C2=CC=CC=C2